3-AMINO-4-METHOXYPHENYLBORONIC ACID NC=1C=C(C=CC1OC)B(O)O